3-(4-(4-(1H-benzotriazol-1-yl)butyl)piperazin-1-yl)benzoisothiazole hydrochloride Cl.N1(N=NC2=C1C=CC=C2)CCCCN2CCN(CC2)C2=NSC1=C2C=CC=C1